heptathionine C\1=C\SSSSSSS1